D-2-butoxy-5H-pyrrolo[3,2-D]pyrimidin-4-amine C(CCC)OC=1N=C(C2=C(N1)C=CN2)N